4-(2,5-dimethylphenyl)-3-hydroxy-8-methoxy-1-azaspiro[4.5]dec-3-en-2-one CC1=C(C=C(C=C1)C)C1=C(C(NC12CCC(CC2)OC)=O)O